C(C)(C)C=1C=C(C=C(C1)C(C)C)P(C1=CC(=CC(=C1)C(C)C)C(C)C)C=1C(=C(C2=CC=CC=C2C1)C1=CC=CC2=CC=CC=C12)P(C1=CC(=CC(=C1)C(C)C)C(C)C)C1=CC(=CC(=C1)C(C)C)C(C)C bis[bis(3,5-diisopropylphenyl)phosphino]-1,1'-binaphthyl